N1=CCC=CC2=C1C=CC=C2 3H-1-benzazepin